N-[(1S)-1-benzyl-2-(1-fluorocyclopropyl)-1-methyl-ethyl]-8-fluoro-quinoline-3-carboxamide C(C1=CC=CC=C1)[C@](CC1(CC1)F)(C)NC(=O)C=1C=NC2=C(C=CC=C2C1)F